C(C)(=O)N1C2CCC(C1)C2CNC(=O)NC2=NC=C(C(=C2)C2=C1N(N=C2)CC(C1)(C)C)Cl 1-((2-acetyl-2-azabicyclo[2.2.1]heptan-7-yl)methyl)-3-(5-chloro-4-(5,5-dimethyl-5,6-dihydro-4H-pyrrolo[1,2-b]pyrazol-3-yl)pyridin-2-yl)urea